2-(4,4-difluoro-3-methylpiperidin-1-yl)-7-fluoro-N-(2-sulfamoylpyridin-4-yl)quinoline-3-carboxamide FC1(C(CN(CC1)C1=NC2=CC(=CC=C2C=C1C(=O)NC1=CC(=NC=C1)S(N)(=O)=O)F)C)F